2-ethyl-1-(2-oxo-1,3-dihydrobenzimidazol-5-yl)-benzimidazole-5-carboxamide C(C)C1=NC2=C(N1C1=CC3=C(NC(N3)=O)C=C1)C=CC(=C2)C(=O)N